1-(6-((4-(4-amino-3-(4-phenoxyphenyl)-1H-pyrazolo[3,4-d]pyrimidin-1-yl)piperidin-1-yl)methyl)-5-fluoropyridazin-4-yl)dihydropyrimidine-2,4(1H,3H)-dione NC1=C2C(=NC=N1)N(N=C2C2=CC=C(C=C2)OC2=CC=CC=C2)C2CCN(CC2)CC2=C(C(=CN=N2)N2C(NC(CC2)=O)=O)F